BrC=1NC2=CC=CC=3C4=C[C@H](CN([C@@H]4CC1C32)CCC)C(=O)N(CC)CC (6aR,9R)-5-bromo-N,N-diethyl-7-propyl-4,6,6a,7,8,9-hexahydroindolo[4,3-fg]quinoline-9-carboxamide